glycidyl 2-ethylprop-2-enoate C(C)C(C(=O)OCC1CO1)=C